3-(1-oxo-5-(1-(2-(trifluoromethoxy)benzyl)piperidin-4-yl)isoindolin-2-yl)piperidine-2,6-dione O=C1N(CC2=CC(=CC=C12)C1CCN(CC1)CC1=C(C=CC=C1)OC(F)(F)F)C1C(NC(CC1)=O)=O